P(=O)(O)(O)OC[C@@H]1[C@H]([C@H]([C@@](O1)(N1C=NC=2C(O)=NC=NC12)C)O)O methyl-inosine phosphate